(1R,3R,4R)-2-((3-chlorophenyl)-D-leucyl)-N-((S)-1-cyano-2-((S)-2-oxopiperidin-3-yl)ethyl)-5,5-difluoro-2-azabicyclo[2.2.2]octane-3-carboxamide ClC=1C=C(C=CC1)N[C@H](CC(C)C)C(=O)N1[C@H]2CC([C@@H]([C@@H]1C(=O)N[C@@H](C[C@H]1C(NCCC1)=O)C#N)CC2)(F)F